N-(6,7,8,9-tetrahydro-5H-pyrido[3,2-b]indol-8-yl)-7,8-dihydro-6H-pyrimido[5,4-b][1,4]oxazin-4-amine N1=CC=CC=2NC=3CCC(CC3C21)NC2=NC=NC1=C2OCCN1